3-(4-bromophenyl)-1,3-dimethyl-pyrrolidin-2-one BrC1=CC=C(C=C1)C1(C(N(CC1)C)=O)C